(6-cyclopropylpyrazolo[1,5-a]pyrimidin-3-yl)-N-((3S,4S)-4-fluoropyrrolidin-3-yl)pyridin-2-amine C1(CC1)C=1C=NC=2N(C1)N=CC2C=2C(=NC=CC2)N[C@H]2CNC[C@@H]2F